ClC1=C(CCl)C=CC(=N1)C(F)(F)F 2-chloro-6-(trifluoromethyl)nicotinyl chloride